(S)-5-(4-(4-fluorobenzo[d]thiazol-2-yl)-4,5,6,7-tetrahydro-1H-imidazo[4,5-c]pyridine-5-carbonyl)oxazole-4-carbonitrile FC1=CC=CC2=C1N=C(S2)[C@H]2N(CCC1=C2N=CN1)C(=O)C1=C(N=CO1)C#N